((2-fluoro-4-iodophenyl)amino)-1-methyl-4-((1-(methylsulfonyl)indol-4-yl)oxy)-2-oxo-1,2-dihydropyrimidine-5-carboxamide FC1=C(C=CC(=C1)I)NC1=C(C(=NC(N1C)=O)OC1=C2C=CN(C2=CC=C1)S(=O)(=O)C)C(=O)N